CNC(=NC1=C(C=CC=C1)C)C methyl-2-methyl-phenyl-methyl-formamidine